3-(3-phenyl-1,2,4-Oxadiazol-5-yl)-5-(1-(tetrahydro-2H-pyran-4-yl)-1H-pyrazole-4-yl)pyridin-2-amine C1(=CC=CC=C1)C1=NOC(=N1)C=1C(=NC=C(C1)C=1C=NN(C1)C1CCOCC1)N